O1C=C(C=C1)C1(CC2C(N(OC2(C)C)C)C(C1)C)C 5-(Furan-3-yl)-1,3,3,5,7-pentamethyloctahydrobenzo[c]isoxazol